O=C(CC#N)N1CC(CCC1)NC1=C2C(=NC=C1C#CC1=NC=CC=C1)NC=C2 3-oxo-3-(3-((5-(pyridin-2-ylethynyl)-1H-pyrrolo[2,3-b]pyridin-4-yl)amino)piperidin-1-yl)propionitrile